hexylphenyl ether acetic acid salt C(C)(=O)O.C(CCCCC)OC1=CC=CC=C1